2-(1H-Imidazo[4,5-b]pyridin-2-yl)-1-(4-morpholyl)ethanon N1C(=NC2=NC=CC=C21)CC(=O)N2CCOCC2